(1S,3aR,4S,7R,7aS)-N-((2S)-4-(cyclopropylamino)-3-hydroxy-4-oxo-1-((S)-2-oxopyrrolidin-3-yl)butan-2-yl)-2,3,3a,4,7,7a-hexahydro-1H-4,7-methanoisoindole-1-carboxamide hydrochloride Cl.C1(CC1)NC(C([C@H](C[C@H]1C(NCC1)=O)NC(=O)[C@H]1NC[C@@H]2[C@@H]3C=C[C@H]([C@H]12)C3)O)=O